7-bromo-4-(dimethylamino)pyrrolo[1,2-a]quinoxaline-2-carboxylic acid ethyl ester C(C)OC(=O)C=1C=C2N(C3=CC=C(C=C3N=C2N(C)C)Br)C1